heneicosanyl alcohol C(CCCCCCCCCCCCCCCCCCCC)O